thieno[3,4-c]furan-1,3-dione C1(OC(C=2C1=CSC2)=O)=O